methyl-iso-propoxyacetoxysilane C[SiH2]OC(COC(C)C)=O